2-propenyl-1-nonyloxyethane dimethyl-4-chloro-3-oxo-5,7-dihydro-2H-cyclopenta[c]pyridine-6,6-dicarboxylate COC(=O)C1(CC=2C(=CNC(C2Cl)=O)C1)C(=O)OC.C(=CC)CCOCCCCCCCCC